butanamido-4-oxopentanoic acid C(CCC)(=O)NC(C(=O)O)CC(C)=O